FC1=CC(=C(C=C1)C1CCN(CC1)C(CN1N=C(C2=C1CCC2)C(=O)N2C[C@@H]([C@@H](CC2)O)F)=O)C 1-(4-(4-Fluoro-2-methylphenyl)piperidin-1-yl)-2-(3-((3S,4R)-3-fluoro-4-hydroxypiperidin-1-carbonyl)-5,6-dihydrocyclopenta[c]pyrazol-1(4H)-yl)ethanon